ethyl 2-(4,5-dichloro-2-methoxyphenyl)-2-hydroxyacetate ClC1=CC(=C(C=C1Cl)C(C(=O)OCC)O)OC